diethyl 2-(((3aR,5R,6R,6aR)-6-acetoxy-6-ethynyl-2,2-dimethyltetrahydrofuro[2,3-d][1,3]dioxol-5-yl)methoxy)-2-(4-(3-(2-acetoxy-ethyl)-2-oxotetrahydropyrimidin-1(2H)-yl)benzyl)malonate C(C)(=O)O[C@@]1([C@H](O[C@@H]2OC(O[C@@H]21)(C)C)COC(C(=O)OCC)(C(=O)OCC)CC2=CC=C(C=C2)N2C(N(CCC2)CCOC(C)=O)=O)C#C